FC1=C(C(=CC=C1)F)CN1N=C(N=C1)C(=O)N[C@H]1C(N(C=2N(CC1)C(=NC2)C)C)=O 1-[(2,6-difluorophenyl)methyl]-N-[(3R)-1,7-dimethyl-2-oxo-4,5-dihydro-3H-imidazo[1,5-a][1,3]diazepin-3-yl]-1,2,4-triazole-3-carboxamide